FC=1C=C(C=CC1OCC(F)(F)F)C1=C(N=C2N(C1=O)C=CC(=N2)OC)C(F)(F)F 3-(3-fluoro-4-(2,2,2-trifluoroethoxy)phenyl)-8-methoxy-2-(trifluoromethyl)-4H-pyrimido[1,2-a]pyrimidin-4-one